ClC1=C(C=CC(=C1)OC1=CC=C(C=C1)Cl)[C@H]1OC[C@@H](O1)C (2S,4S)-2-[2-chloro-4-(4-chlorophenoxy)phenyl]-4-methyl-1,3-dioxolan